C1[C@H]([C@@H]([C@H]([C@@H](O1)O)O[C@H]2[C@@H]([C@H]([C@@H](CO2)O)O)O[C@H]3[C@@H]([C@H]([C@@H]([C@H](O3)CO)O)O)O)O)O The molecule is a trisaccharide consisting of a beta-D-glucopyranose residue and two beta-D-xylopyranose residues joined in sequence by (1->2) glycosidic bonds. It derives from a beta-D-Glcp-(1->2)-beta-D-Xylp.